ClC=1N=C(C=2CN(CC(C2C1C#N)(C)C)CC=1C(=NC(=CC1)OCC(F)F)C)NCC#N 3-chloro-1-[(cyanomethyl)amino]-7-{[6-(2,2-difluoroethoxy)-2-methylpyridin-3-yl]methyl}-5,5-dimethyl-6,8-dihydro-2,7-naphthyridine-4-carbonitrile